FC1=NN(C2=CC=C(C=C12)\C(=C(/CC)\B1OC(C(O1)(C)C)(C)C)\C1=CC=C(OCCNC(OC(C)(C)C)=O)C=C1)C1OCCCC1 tert-butyl (Z)-(2-(4-(1-(3-fluoro-1-(tetrahydro-2H-pyran-2-yl)-1H-indazol-5-yl)-2-(4,4,5,5-tetramethyl-1,3,2-dioxaborolan-2-yl)but-1-en-1-yl)phenoxy)ethyl)carbamate